FC1CC(C1)NC(C1=CC=CC=C1)=O N-((1s,3s)-3-fluorocyclobutyl)benzamide